(3S)-3-(2-(5-(2-(azetidin-1-yl)ethyl)-2-oxo-4-(trifluoromethyl)pyridin-1(2H)-yl)-4-methylpentanamido)-3-(2'-cyano-4,5'-difluoro-4',5-dimethylbiphenyl-3-yl)propanoic acid N1(CCC1)CCC=1C(=CC(N(C1)C(C(=O)N[C@@H](CC(=O)O)C=1C=C(C=C(C1F)C)C1=C(C=C(C(=C1)F)C)C#N)CC(C)C)=O)C(F)(F)F